FC(C=1C(=C(C=CC1)[C@@H](C)NC1=NN=C(C=2C1=CN(C(C2)=O)C2CN(CC2)C)C)F)F 4-(((R)-1-(3-(difluoromethyl)-2-fluorophenyl)ethyl)amino)-1-methyl-6-(1-methylpyrrolidin-3-yl)pyrido[3,4-d]pyridazin-7(6H)-one